FC(C=1C=C(C=CC1F)N1C=C(C=2[C@@H](C(CCC12)(F)F)O)S(=O)(=O)CC#N)F (S)-2-((1-(3-(difluoromethyl)-4-fluorophenyl)-5,5-difluoro-4-hydroxy-4,5,6,7-tetrahydro-1H-indol-3-yl)sulfonyl)acetonitrile